N-[(2-Amino-3-pyridyl)sulfonyl]-6-(3-fluorophenyl)-2-[(4S)-2,2,4-trimethylpyrrolidin-1-yl]pyridin-3-carboxamid NC1=NC=CC=C1S(=O)(=O)NC(=O)C=1C(=NC(=CC1)C1=CC(=CC=C1)F)N1C(C[C@@H](C1)C)(C)C